O[C@H]1C[C@H](CCC1(C)C)NC1=NC(=NC=C1C(=O)N)NC1(CC1)C 4-((1s,3s)-3-hydroxy-4,4-dimethylcyclohexylamino)-2-(1-methylcyclopropylamino)pyrimidine-5-carboxamide